(Z)-3-(3-(3,5-bis(trifluoromethyl)phenyl)-1H-1,2,4-triazol-1-yl)-1-(4-hydroxypiperidin-1-yl)prop-2-en-1-one FC(C=1C=C(C=C(C1)C(F)(F)F)C1=NN(C=N1)\C=C/C(=O)N1CCC(CC1)O)(F)F